(R,7R)-N-cyano-N-((1,2,3,5,6,7-hexahydro-s-indacen-4-yl)carbamoyl)-7-methoxy-5,6,7,8-tetrahydropyrazolo[5,1-b][1,3]oxazepine-3-sulfonimidamide C(#N)N([S@](=O)(=N)C=1C=NN2C1OCC[C@H](C2)OC)C(NC2=C1CCCC1=CC=1CCCC21)=O